C(C)N(CC(=O)O)C(C1=NC=C(C(=C1OCC1=CC=CC=C1)C)C=1C=NN(C1)CC(C)C)=O.C(C1=CC=CC=C1)N1C=C(C2=CC(=CC=C12)NC(C1=CN=CC=C1)=O)C#N N-(1-benzyl-3-cyano-1H-indol-5-yl)nicotinamide Ethyl-(3-(benzyloxy)-5-(1-isobutyl-1H-pyrazol-4-yl)-4-methylpicolinoyl)glycinate